(E)-3-(3-methyl-1H-indazol-6-yl)-N-(1-methyl-1H-indazol-7-yl)acrylamide CC1=NNC2=CC(=CC=C12)/C=C/C(=O)NC=1C=CC=C2C=NN(C12)C